OC1=CC=C(C=C1)NS(=O)(=O)C=1C=C(C=CC1OC)C1=C(N=C(S1)NC(=O)C1CCCCC1)C N-[5-[3-[(4-hydroxyphenyl)sulfamoyl]-4-methoxy-phenyl]-4-methyl-thiazol-2-yl]cyclohexanecarboxamide